CC1=C(C=CC=C1C1=C2C=CN(C2=CC=C1)CCCN1CCOCC1)NC=1N=CC=C2C=C(C=NC12)CN1C(CCCC1)CC(=O)O 1-((8-((2-methyl-3-(1-(3-morpholinopropyl)-1H-indol-4-yl)phenyl)amino)-1,7-naphthyridin-3-yl)methyl)piperidine-2-acetic acid